C(=O)(O)C1=NC=CC(=C1)B(O)O 2-CARBOXYPYRIDINE-4-BORONIC ACID